O1C(OCC1)C=1C=CC(=NC1)C1=C2CCN(C2=CC=C1)C=1C=C(C=2N(N1)C(=CN2)C(=O)N[C@H]2[C@@H](CC2)OC)N(C)CC2=CC=C(C=C2)OC 6-{4-[5-(1,3-Dioxolan-2-yl)pyridin-2-yl]-2,3-dihydroindol-1-yl}-N-[(1R,2R)-2-methoxycyclobutyl]-8-{[(4-methoxyphenyl)methyl](methyl)amino}imidazo[1,2-b]pyridazine-3-carboxamide